BrC1=CC(=C(C(=C1)C)C=1C=CC=2C(=NC(=CN2)C2CNCCC2)N1)OC 6-(4-bromo-2-methoxy-6-methyl-phenyl)-3-(3-piperidyl)pyrido[2,3-b]pyrazine